(5S)-6-(((2S)-1-((5-(3-azabicyclo[3.2.0]heptan-6-yloxy)-2-methylbenzyl)amino)-1-oxo-4-phenylbutan-2-yl)amino)-5-acetamido-6-oxohexanoic acid C12CNCC2C(C1)OC=1C=CC(=C(CNC([C@H](CCC2=CC=CC=C2)NC([C@H](CCCC(=O)O)NC(C)=O)=O)=O)C1)C